C1(=CC=CC=C1)C1=NNC(OC1)=O 5-phenyl-3,6-dihydro-1,3,4-oxadiazin-2-one